P(N)(N)(N)=O phosphoric tri-amide